CC1=C(C=C(C(=O)NCCN2[C@H](CCC2)C)C=C1)NC1=NN(C2=NC(=NC=C21)NC=2C=NN(C2)C)C (S)-4-methyl-3-((1-methyl-6-((1-methyl-1H-pyrazol-4-yl)amino)-1H-pyrazolo[3,4-d]pyrimidin-3-yl)amino)-N-(2-(2-methylpyrrolidin-1-yl)ethyl)benzamide